para-ethyl-catechol C(C)C=1C=C(C(O)=CC1)O